CC1(CC2C(C2CC1O)(C)C)O 3,7,7-trimethylbicyclo[4.1.0]heptane-3,4-diol